N1N=CC(=C1)C1=CC=C(C=C1)NC(C(C1=CC(=CC=C1)OC)N(C(OC(C)(C)C)=O)CCN(C)C(=O)OC(C)(C)C)=O tert-butyl (2-((4-(1H-pyrazol-4-yl)phenyl)amino)-1-(3-methoxyphenyl)-2-oxoethyl)(2-((tert-butoxycarbonyl)(methyl)amino)ethyl)carbamate